C(CCCCCCCCCCCCCCCCCCCCCCCCC)C1CCCC2=CC=CC=C12 hexacosyl-tetrahydronaphthalene